3-Methyl-1-{2-oxo-2-[4-(2-oxo-1,2,4,5-tetrahydro-benzo[d][1,3]diazepin-3-yl)-Piperidin-1-yl]-ethyl}-5-(2-trifluoromethoxy-phenyl)-1H-pyrimidin-2,4-dione CN1C(N(C=C(C1=O)C1=C(C=CC=C1)OC(F)(F)F)CC(N1CCC(CC1)N1C(NC2=C(CC1)C=CC=C2)=O)=O)=O